O=C(CCNC(OC(C)(C)C)=O)NC1=CC=C(C=C1)C1=NCC=2N(C3=C1C(=C(S3)C)C)C(=NN2)C tert-Butyl (3-oxo-3-((4-(2,3,9-trimethyl-6H-thieno[3,2-f][1,2,4]triazolo[4,3-a][1,4]diazepin-4-yl)phenyl)amino)propyl)carbamate